(2-(4'-Fluoro-2'-(4-methyl-4H-1,2,4-triazol-3-yl)-[1,1'-biphenyl]-3-yl)-[1,2,4]triazolo[1,5-a]pyridin-6-yl)methanol FC1=CC(=C(C=C1)C1=CC(=CC=C1)C1=NN2C(C=CC(=C2)CO)=N1)C1=NN=CN1C